C(C1=CC=CC=C1)N1[C@H]2CC(C[C@@H]1CC2)NC(=O)C2=CC=C1C(=N2)NC=C1 N-((1R,3s,5S)-8-benzyl-8-azabicyclo[3.2.1]octan-3-yl)-1H-pyrrolo[2,3-b]pyridine-6-carboxamide